N-((S)-1-((R)-2-(hydroxymethyl)pyrrolidin-1-yl)-4-methyl-1-oxopent-2-yl)-4-methylbenzenesulfonamide OC[C@@H]1N(CCC1)C([C@H](CC(C)C)NS(=O)(=O)C1=CC=C(C=C1)C)=O